(3-phenylimino-pentyl)4-methylbenzoic acid [3-pentyl]3-methyl-4-propylimino-2-pentyl-valerate CCC(CC)OC(C(C(C(C)=NCCC)C)CCCCC)=O.C1(=CC=CC=C1)N=C(CCC1=C(C(=O)O)C=CC(=C1)C)CC